lead tetraacrylate C(C=C)(=O)[O-].C(C=C)(=O)[O-].C(C=C)(=O)[O-].C(C=C)(=O)[O-].[Pb+4]